methyl 8-(3,4-difluoro-2-methoxyphenyl)-5-oxaspiro[3.5]non-7-ene-7-carboxylate FC=1C(=C(C=CC1F)C1=C(COC2(CCC2)C1)C(=O)OC)OC